CN(CC(=O)N[C@@H]1[C@H](CC[C@@H](C1)C1=CC(=CC=C1)C(F)(F)F)NC(OC(C)(C)C)=O)C tert-Butyl ((1S,2S,4S)-2-(2-(dimethylamino)acetamido)-4-(3-(trifluoromethyl)phenyl)-cyclohexyl)carbamate